3,5-dimethyl-4-(p-toluenesulfonyl)-1H-pyrrole-2-carboxylic acid ethyl ester C(C)OC(=O)C=1NC(=C(C1C)S(=O)(=O)C1=CC=C(C)C=C1)C